NC=1C2=C(N=CN1)N(C(=C2C2=CC=C(C=C2)C(=O)N2CCCC2)C2=CC=C(C=C2)NC(=O)[C@@H]2NC2)C (R)-N-(4-(4-amino-7-methyl-5-(4-(pyrrolidine-1-carbonyl)phenyl)-7H-pyrrolo[2,3-d]pyrimidin-6-yl)phenyl)aziridine-2-carboxamide